3-methoxy-3-oxopropyl (CIS)-2-((((CIS)-4-phenylcyclohexyl)oxy)methyl)-3-(1H-pyrazol-3-yl)piperidine-1-carboxylate C1(=CC=CC=C1)[C@H]1CC[C@H](CC1)OC[C@@H]1N(CCC[C@@H]1C1=NNC=C1)C(=O)OCCC(=O)OC